C(N)(=O)NNC(NNC(N)=O)=NCC(=O)O 2-({bis[(carbamoyl-amino)amino]methylidene}amino)acetic acid